(S,E)-3-((3-(3-(2-(4-(dimethylamino)-N-methylbut-2-enamido)propanamido)propoxy)phenyl)amino)-5-((tetrahydro-2H-pyran-4-yl)amino)pyrazine-2-carboxamide CN(C/C=C/C(=O)N(C)[C@H](C(=O)NCCCOC=1C=C(C=CC1)NC=1C(=NC=C(N1)NC1CCOCC1)C(=O)N)C)C